C1OCC2=C(C=CC=C12)C(C)C=1N=CNC1 4-[1-(1,3-dihydroisobenzofuran-4-yl)ethyl]-1H-imidazole